tert-butyl-(2-((2-(1,3-dioxoisoindolin-2-yl) ethyl) sulfonyl) ethyl)-carbamate C(C)(C)(C)OC(NCCS(=O)(=O)CCN1C(C2=CC=CC=C2C1=O)=O)=O